C(C)(C)(C)OC(=O)N1CCN(CC1)C1=NC=C(C=C1)C=1C=2N(C=C(C1)C1=CC(=NO1)C)N=CC2C#N 4-(5-(3-cyano-6-(3-methylisoxazol-5-yl)pyrazolo[1,5-a]pyridin-4-yl)pyridin-2-yl)piperazine-1-carboxylic acid tert-butyl ester